[C@H]12OC[C@H](N(C1)CC1=NC=CC(=N1)C=1C(=CC(=NC1)NC(C)=O)NC1=NC(=NC(=C1)CC)C(C)(F)F)C2 N-(5-(2-(((1R,4R)-2-oxa-5-azabicyclo[2.2.1]heptan-5-yl)methyl)pyrimidin-4-yl)-4-((2-(1,1-difluoroethyl)-6-ethylpyrimidin-4-yl)amino)pyridin-2-yl)acetamide